C(C)(C)(C)OC(=O)N1[C@@H](CN[C@H](C1)C(F)F)C (2R,5R)-5-(difluoromethyl)-2-methylpiperazine-1-carboxylic acid tert-butyl ester